[Na+].C(CC)(=O)[O-] Propionate sodium